ClC=1C=C2C=NNC2=C(C1)C1(C[C@H]2C([C@H]2C1)NC(=O)NC1=CC=CC=C1)O 1-((1r,3r,5s,6r)-3-(5-chloro-1H-indazol-7-yl)-3-hydroxy-bicyclo[3.1.0]hexane-6-yl)-3-phenylurea